OC(CNCCCN1CN(C=C1)C)COC(C(=C)C)=O 3-(3-((2-hydroxy-3-(methacryloyloxy)propyl)amino)propyl)-1-methyl-1H-imidazole